methyl 1-((1-ethyl-1H-imidazol-5-yl) methyl)-2-((4-(5-fluoro-4-hydroxypyrimidin-2-yl) cyclohex-3-en-1-yl) methyl)-1H-thieno[2,3-d]imidazole-5-carboxylate C(C)N1C=NC=C1CN1C(=NC2=C1C=C(S2)C(=O)OC)CC2CC=C(CC2)C2=NC=C(C(=N2)O)F